FC=1C=C(C=CC1)N1C=C(C=2C=[N+](C=CC21)[O-])I 1-(3-Fluorophenyl)-3-iodo-1H-pyrrolo[3,2-c]pyridine 5-oxide